C(CCC)N(C(=O)OCC1=C(SC(=C1)F)C1=CC=C(C(=N1)C)O[C@@H]1C[C@H](CCC1)C(=O)[O-])C (1S,3S)-3-((6-(3-(((butyl(methyl)carbamoyl)oxy)methyl)-5-Fluorothiophen-2-yl)-2-methylpyridin-3-yl)oxy)cyclohexane-1-carboxylate